C(C)(C)(C)OC(=O)N1C(CCCC1)OC1CC(C1)OS(=O)(=O)C(F)(F)F ((1s,3s)-3-(((trifluoromethyl)sulfonyl)oxy)cyclobutoxy)piperidine-1-carboxylic acid tert-butyl ester